C(OC1CCC(CC1)N1C(C(=CC=C1)C(=O)OC)=O)([2H])([2H])[2H] methyl 1-((1r,4r)-4-(methoxy-d3)cyclohexyl)-2-oxo-1,2-dihydropyridine-3-carboxylate